2,3-dinitrophenyl-hydrazine tert-butyl-9-(4-(benzyloxy)butyl)-3,9-diazaspiro[5.5]undecane-3-carboxylate C(C)(C)(C)OC(=O)N1CCC2(CC1)CCN(CC2)CCCCOCC2=CC=CC=C2.[N+](=O)([O-])C2=C(C=CC=C2[N+](=O)[O-])NN